CC1=C(C=CC=C1NC=1N=CC=C2C=C(C=NC12)CN1C(CCCC1)CC(=O)O)C1=C(C(=CC=C1)OCCCNC(=O)N)C 1-((8-((2,2'-dimethyl-3'-(3-ureidopropoxy)-[1,1'-biphenyl]-3-yl)amino)-1,7-naphthyridin-3-yl)methyl)piperidine-2-acetic acid